FC1=C(C=CC=C1)[N+](=O)[O-] 2-fluoro-nitrobenzene